C(CCCCC)C1=CC=C(C=C1)[I+]C1=CC=CC=C1 4-hexylphenyl-phenyliodonium